COC=1C=C2CCC(=C(C2=CC1)C1=CC=C(C=C1)CCO)C1=C(C=CC=C1)C 2-(4-(6-methoxy-2-(o-tolyl)-3,4-dihydronaphthalen-1-yl)phenyl)ethan-1-ol